perfluorobutyluronium triflate [O-]S(=O)(=O)C(F)(F)F.F[N+](=C(O)N(F)F)C(C(C(C(F)(F)F)(F)F)(F)F)(F)F